FC1([C@@H](C1)C(=O)NC1=CC(=C(N=N1)C(=O)NC([2H])([2H])[2H])NC1=NC=CC=2C=3C(CN(C12)C)=NN(N3)C)F (S)-6-(2,2-difluorocyclopropane-1-carboxamido)-4-((2,5-dimethyl-4,5-dihydro-2H-[1,2,3]triazolo[4,5-c][1,7]naphthyridin-6-yl)amino)-N-(methyl-d3)pyridazine-3-carboxamide